2-amino-5-(4-(2-hydroxy-2-(1-methyl-1H-indazol-7-yl)acetamido)-2-methyl-phenyl)-N-isopropylnicotinamide NC1=C(C(=O)NC(C)C)C=C(C=N1)C1=C(C=C(C=C1)NC(C(C=1C=CC=C2C=NN(C12)C)O)=O)C